C1(=CC=CC=2C3=CC=CC=C3CC12)C(C1=CC=CC=C1)N(CC1=CC=CC=C1)CC1=CC=CC=C1 fluorenyl-tribenzylamine